N-(2,2-difluoroethyl)-6-fluoro-N-(3-fluoro-5-(oxetan-3-ylethynyl)phenyl)-1-methyl-[1,2,4]triazolo[4,3-a]quinazolin-5-amine FC(CN(C1=NC=2N(C3=CC=CC(=C13)F)C(=NN2)C)C2=CC(=CC(=C2)C#CC2COC2)F)F